ClC=1C(=C(C=C(C1)F)[C@H](C)N1C(N(C(C1C)=O)CC)=O)CCl 1-((S)-1-(3-chloro-2-(chloromethyl)-5-fluorophenyl)ethyl)-3-ethyl-5-methylimidazolidine-2,4-dione